N1=CN=C(C2=C1SC=C2)SCC=2OC(=CN2)C2=CC(=CC=C2)C(F)(F)F 2-({Thieno[2,3-d]pyrimidin-4-ylsulfanyl}methyl)-5-[3-(Trifluoromethyl)phenyl]-1,3-oxazol